N,N-dimethyl-5-nitropyridine-2,4-diamine CN(C1=NC=C(C(=C1)N)[N+](=O)[O-])C